6-(4-(diphenylamino)styryl)-9-hexylcarbazole-3-carbaldehyde C1(=CC=CC=C1)N(C1=CC=C(C=CC=2C=C3C=4C=C(C=CC4N(C3=CC2)CCCCCC)C=O)C=C1)C1=CC=CC=C1